C(CCCC)C(C(=O)O)CC=CCCCCCCCC(=O)O 2-pentyl-4-tridecendioic acid